(S)-N-{1,2,3-trimethoxy-10-oxo-9-(2,2,2-trifluoroethoxy)-5,6,7,10-tetrahydrobenzo[a]heptalen-7-yl}acetamide COC1=C(C(=CC2=C1C=1C=CC(C(=CC1[C@H](CC2)NC(C)=O)OCC(F)(F)F)=O)OC)OC